2-(Chloromethyl)-5-hydroxy-4H-pyran-4-one ClCC=1OC=C(C(C1)=O)O